OC=1C(=CC=2C(C3=CC=CC=C3C(C2C1O)=O)=O)NS(=O)(=O)C1=CC(=CC=C1)OC N-(3,4-dihydroxy-9,10-dioxo-9,10-dihydroanthracen-2-yl)-3-methoxybenzenesulfonamide